C(CC(O)(C(=O)O)CC(=O)O)(=O)O.C1(=CC=CC=C1)NC(OC[C@]1(CN(CC1)C(C)(C)C=1C=NC(=CC1)C)CCC=1SC(=CC1)F)=O |o1:23| (R or S)-(3-(2-(5-fluorothiophen-2-yl)ethyl)-1-(2-(6-methylpyridin-3-yl)propan-2-yl)pyrrolidin-3-yl)methyl phenylcarbamate citrate